C(#N)N1C[C@H](CC1)C(=O)NC1=NN2C(CN(CC2)C2=CC=CC=C2)=C1 (S)-1-cyano-N-(5-phenyl-4,5,6,7-tetrahydropyrazolo[1,5-a]pyrazin-2-yl)pyrrolidine-3-carboxamide